BrC1=CC=C2C(=NC(=NC2=C1F)Cl)OCC(F)(F)F 7-Bromo-2-chloro-8-fluoro-4-(2,2,2-trifluoroethoxy)quinazoline